2-((5-(4-ethylphenyl)-4H-1,2,4-triazol-3-yl)thio)pentan-3-one C(C)C1=CC=C(C=C1)C=1NC(=NN1)SC(C)C(CC)=O